CC1(CC(C2OC2(C1)C)=O)C 4,4,6-trimethyl-7-oxabicyclo[4.1.0]heptan-2-one